N-(2-fluoro-5-((1s,3s)-3-methyl-1-(4-methyl-4H-1,2,4-triazol-3-yl)cyclobutyl)phenyl)-5-((neopentylamino)methyl)-2-oxo-1-(2,2,2-trifluoroethyl)-1,2-dihydropyridine-3-carboxamide FC1=C(C=C(C=C1)C1(CC(C1)C)C1=NN=CN1C)NC(=O)C=1C(N(C=C(C1)CNCC(C)(C)C)CC(F)(F)F)=O